1-(2-bromo-4,5-dimethoxyphenyl)-5-(2,3-dibromo-4,6-dimethoxyphenyl)penta-1,4-dien-3-one BrC1=C(C=C(C(=C1)OC)OC)C=CC(C=CC1=C(C(=C(C=C1OC)OC)Br)Br)=O